1-ethyl-5-nitro-3-(trifluoromethyl)-1,2-dihydropyridin-2-one C(C)N1C(C(=CC(=C1)[N+](=O)[O-])C(F)(F)F)=O